OC(CN1[C@@H](CCN2C1=NC(=CC2=O)N2[C@@H](COCC2)C)C(F)(F)F)C(C)C (S)-9-(2-Hydroxy-3-methylbutyl)-2-((R)-3-methylmorpholin-4-yl)-8-trifluoromethyl-6,7,8,9-tetrahydro-pyrimido[1,2-a]-pyrimidin-4-one